FC1CC(C1)(C1=CC(=CC=C1)[N+](=O)[O-])CC(=O)OCC ethyl 2-((1R,3S)-3-fluoro-1-(3-nitrophenyl)-cyclobutyl)acetate